5-(2-(2,6-dioxopiperidin-3-yl)-1,3-dioxoisoindolin-5-yl)hexahydropyrrolo[3,4-c]pyrrol O=C1NC(CCC1N1C(C2=CC=C(C=C2C1=O)N1CC2C(C1)CNC2)=O)=O